(1-(hydroxymethyl)cyclopropyl)methyl citronellate C(CC(C)CCC=C(C)C)(=O)OCC1(CC1)CO